NC1=NC=NN2C1=CC=C2[C@]2([C@@H]([C@@H]([C@H](O2)COP(=O)(OC2=CC=CC=C2)N[C@@H](C)C(=O)OCC)O)O)C#N ethyl ((((2R,3S,4R,5R)-5-(4-aminopyrrolo[2,1-f][1,2,4]triazin-7-yl)-5-cyano-3,4-dihydroxytetrahydrofuran-2-yl)methoxy)(phenoxy)phosphoryl)-L-alaninate